tert-butyl 2-[1-(piperidin-4-yl)azetidin-3-yl]acetate N1CCC(CC1)N1CC(C1)CC(=O)OC(C)(C)C